FC=1C=C(CC=2C=C3C(N(C=NC3=C(C2C)C)[C@H]2CCOC[C@@H]2O)=O)C=CC1C(NC[C@H]1OCCC1)=O 1,5-anhydro-2,3-dideoxy-3-(6-(3-fluoro-4-(((2S)-tetrahydrofuran-2-ylmethyl)carbamoyl)benzyl)-7,8-dimethyl-4-oxoquinazolin-3(4H)-yl)-L-threo-pentitol